ethynyl-5-methylpiperidine-1-carboxylic acid tert-butyl ester C(C)(C)(C)OC(=O)N1C(CCC(C1)C)C#C